trans-4-((4-(2-Ethyl-oxazol-4-yl)pyridin-2-yl)((trans-4-(5-methoxy-6-methyl-pyridin-2-yl)cyclohexyl)methyl)carbamoyl)cyclohexyl 3-hydroxyazetidine-1-carboxylate OC1CN(C1)C(=O)O[C@@H]1CC[C@H](CC1)C(N(C[C@@H]1CC[C@H](CC1)C1=NC(=C(C=C1)OC)C)C1=NC=CC(=C1)C=1N=C(OC1)CC)=O